FC1(CCC(CC1)C1=NC=CC(=C1NC(=O)C=1C=NC(=NC1)OCC(F)F)C1=C(C=CC(=C1)F)F)F N-(2-(4,4-difluorocyclohexyl)-4-(2,5-difluorophenyl)pyridin-3-yl)-2-(2,2-difluoroethoxy)pyrimidine-5-carboxamide